N-hydroxy-6-((2-(4-(trifluoromethyl)piperidin-1-yl)pyrimidin-5-yl)amino)spiro[3.3]heptane-2-carboxamide ONC(=O)C1CC2(C1)CC(C2)NC=2C=NC(=NC2)N2CCC(CC2)C(F)(F)F